COC(=O)C=1C=CC=2N(N1)C=C(N2)C#N cyanoimidazo[1,2-b]Pyridazine-6-carboxylic acid methyl ester